C1(CC1)C=1C=C2C(C=C(OC2=C(C1)CNC1=CC(=CC(=C1)F)F)N1CCOCC1)=O 6-cyclopropyl-8-(((3,5-difluorophenyl)amino)methyl)-2-morpholino-4H-chromen-4-one